BrC1=CC(=NO1)COC1=C(C=C2C=C(NC2=C1)CNC(=O)C1(CC1)C)Cl N-((6-((5-bromoisoxazol-3-yl)methoxy)-5-chloro-1H-indol-2-yl)methyl)-1-methylcyclopropane-1-carboxamide